NC=1C(NC2=C3C=C(C=NC3=C(C=C2C1C1=C2C=NNC2=C(C=C1)F)C)F)=O 3-amino-9-fluoro-4-(7-fluoro-1H-indazol-4-yl)-6-methyl-1H-1,7-phenanthrolin-2-one